O=C1N2C3=C(C=C(C=C3CC1)C=1C=C(C=NC1)CNC(=O)C1=NC=CC=C1Cl)CC2 3-chloro-pyridine-2-carboxylic acid [5-(4-oxo-1,2,5,6-tetrahydro-4H-pyrrolo[3,2,1-ij]quinolin-8-yl)-pyridin-3-ylmethyl]-amide